C(CCCCCCC)C1(C2=CC(=CC=C2C=2C=CC(=CC12)C1=CC=2CC3=CC(=CC=C3C2C=C1)O)O)CCCCCCCC 9',9'-dioctyl-[2,2'-bi-9H-fluorene]-7,7'-diol